N1(N=CN=C1)C1=CC=C(C=C1)N1N=CN=C1 1,4-di(1H-1,2,4-triazole-1-yl)benzene